N-cyclopropyl-2-(difluoromethoxy)-4-[7-[(1-isopropyl-2-piperidyl)methoxy]imidazo[1,2-a]pyridin-3-yl]-6-methoxy-benzamide C1(CC1)NC(C1=C(C=C(C=C1OC)C1=CN=C2N1C=CC(=C2)OCC2N(CCCC2)C(C)C)OC(F)F)=O